1-(3-Chlorobenzyl)-1H-indazole-6-carboxylic acid ClC=1C=C(CN2N=CC3=CC=C(C=C23)C(=O)O)C=CC1